methacrylamidooctadecanol C(C(=C)C)(=O)NC(CCCCCCCCCCCCCCCCC)O